FC(OC1=C(C=CC(=C1)C(F)(F)F)C=1C=2N(C(=NN1)NC[C@H]1OCCC1)C=CC2)F 1-[2-(difluoromethoxy)-4-(trifluoromethyl)phenyl]-N-{[(2S)-oxacyclopent-2-yl]methyl}pyrrolo[1,2-d][1,2,4]triazin-4-amine